(S)-N-(4-(8-amino-3,5-dimethylimidazo[1,5-a]pyrazin-1-yl)-3-fluorophenyl)-2-hydroxy-2-(m-tolyl)acetamide NC=1C=2N(C(=CN1)C)C(=NC2C2=C(C=C(C=C2)NC([C@H](C=2C=C(C=CC2)C)O)=O)F)C